(2-phenylcyclopropyl)benzoate C1(=CC=CC=C1)C1C(C1)OC(C1=CC=CC=C1)=O